heptakis(trimethylsiloxy)trisilylstyrene C[Si](OC1(C(C(C(C(=C([SiH3])[SiH3])[SiH3])(C=C1)O[Si](C)(C)C)(O[Si](C)(C)C)O[Si](C)(C)C)(O[Si](C)(C)C)O[Si](C)(C)C)O[Si](C)(C)C)(C)C